[Cu].[Fe].[Mg] magnesium-iron-copper